(S)-2-amino-N-(1-(2-cyclopropyl-8-((5,6-dihydro-4H-pyrrolo[1,2-b]pyrazol-2-yl)ethynyl)-1-oxo-1,2-Dihydroisoquinolin-3-yl)ethyl)-5-methylpyrazolo[1,5-a]pyrimidine-3-carboxamide NC1=NN2C(N=C(C=C2)C)=C1C(=O)N[C@@H](C)C=1N(C(C2=C(C=CC=C2C1)C#CC=1C=C2N(N1)CCC2)=O)C2CC2